C(CCCC)C1=C(C=CC(=C1O)[C@H]1[C@@H](CCC(C1)C(F)(F)F)C(C)C)O pentyl-4-[(1R,2S)-2-(propan-2-yl)-5-(trifluoromethyl)cyclohexyl]benzene-1,3-diol